4-(3'-cyclopropylmethoxy-3,5-difluoro-4'-methyl-biphenyl-4-yloxy)-butyric acid C1(CC1)COC=1C=C(C=CC1C)C1=CC(=C(C(=C1)F)OCCCC(=O)O)F